bis(2-octyldodecyl)-2,7-bis-(tributylstannyl)anthracene C(CCCCCCC)C(CC=1C(=C(C2=CC3=CC(=CC=C3C=C2C1)[Sn](CCCC)(CCCC)CCCC)CC(CCCCCCCCCC)CCCCCCCC)[Sn](CCCC)(CCCC)CCCC)CCCCCCCCCC